4-chloro-3-(6-(4-cyanophenyl)-5,7-difluoro-4-oxo-1,4-dihydroquinolin-2-yl)benzonitrile ClC1=C(C=C(C#N)C=C1)C=1NC2=CC(=C(C(=C2C(C1)=O)F)C1=CC=C(C=C1)C#N)F